ClC=1N=C2C(=NC1)N(C=C2C=2N=C(C1=C(N2)N(C=C1)C(C)C)N[C@@H]1[C@H](C2CCC1CC2)C(=O)O)COC(C(C)(C)C)=O (2S,3S)-3-((2-(2-chloro-5-(2,2-dimethylpropionyloxymethyl)pyrrolo[2,3-b]pyrazin-7-yl)-7-isopropyl-pyrrolo[2,3-d]pyrimidin-4-yl)amino)bicyclo[2.2.2]octane-2-carboxylic acid